C(C)(C)(C)OC(=O)N1CC=2N(N=CC2C1)C1=CC=CC=C1 1-phenyl-4,6-dihydropyrrolo[3,4-c]Pyrazole-5-carboxylic acid tert-butyl ester